brassidamide C(CCCCCCCCCCC\C=C\CCCCCCCC)(=O)N